3-hydroxy-2-(6-(methyl-(piperidin-4-yl)amino)-pyridazin-3-yl)-3,5-dihydropyrido[3,2-d]-pyrimidine-4,6-dione ON1C(=NC2=C(C1=O)NC(C=C2)=O)C=2N=NC(=CC2)N(C2CCNCC2)C